C(=O)O.ClC1=C(C(=O)N2CCN(CC2)C(=O)N[C@H]2CNC[C@@H]2O)C=CC(=C1)NC=1C=2N(C=CN1)C(=CN2)C=2C(=NNC2)C(F)(F)F 4-[2-chloro-4-[[3-[3-(trifluoromethyl)-1H-pyrazol-4-yl]imidazo[1,2-a]pyrazin-8-yl]amino]benzoyl]-N-[(3S,4S)-4-hydroxypyrrolidin-3-yl]piperazine-1-carboxamide formate